COC(CC[C@@H]1C(NCC1)=O)=O 3-(S)-2-oxopyrrolidin-3-yl-propionic acid methyl ester